Quinazoline-6-carboxamide N1=CN=CC2=CC(=CC=C12)C(=O)N